Hydroxyethane diphosphonate P(=O)(O)OP(=O)O.OCC